C(#N)C=1C=C(C=CC1)C=1SC(=CN1)C(=O)N[C@H](C(=O)N[C@H](C(C=1SC=CN1)O)CCC1=CC=C(C=C1)F)CCC(C)O 2-(3-cyanophenyl)-N-((2S)-1-(((2S)-4-(4-fluorophenyl)-1-hydroxy-1-(thiazol-2-yl)butan-2-yl)amino)-5-hydroxy-1-oxohexan-2-yl)thiazole-5-carboxamide